6-(3-(adamantan-1-yl)-4-methoxyphenyl)-4-hydroxy-2-naphthoic acid C12(CC3CC(CC(C1)C3)C2)C=2C=C(C=CC2OC)C=2C=C3C(=CC(=CC3=CC2)C(=O)O)O